C1(CCCC1)C1OCCO1 2-cyclopentyl-dioxolane